Cl.N[C@@H]1[C@@H](CCC1)NC(=O)C1=CN(CCS1)C1=C2C(=NC=C1)NC=C2 N-((1R,2S)-2-aminocyclopentyl)-4-(1H-pyrrolo[2,3-b]pyridin-4-yl)-3,4-dihydro-2H-1,4-thiazine-6-carboxamide hydrochloride